1-N'-(4-fluorophenyl)-1-N-[4-[7-methoxy-6-(2-morpholin-4-ylethylcarbamoyl)quinolin-4-yl]oxyphenyl]cyclopropane-1,1-dicarboxamide FC1=CC=C(C=C1)NC(=O)C1(CC1)C(=O)NC1=CC=C(C=C1)OC1=CC=NC2=CC(=C(C=C12)C(NCCN1CCOCC1)=O)OC